methyl (1r,4r)-2'-(2-benzyl-3-hydroxypropyl)-4-(3-chloroanilino)-2',3'-dihydrospiro[cyclohexane-1,1'-indene]-4-carboxylate C(C1=CC=CC=C1)C(CC1C2(C3=CC=CC=C3C1)CCC(CC2)(C(=O)OC)NC2=CC(=CC=C2)Cl)CO